N-[[(4,6-dimethoxy-2-pyrimidinyl)amino]carbonyl]-3-(2,2,2-trifluoroethoxy)-2-pyridinesulfonamide COC1=NC(=NC(=C1)OC)NC(=O)NS(=O)(=O)C1=NC=CC=C1OCC(F)(F)F